2-[5-ethylsulfanyl-6-[3-methyl-6-(trifluoromethyl)imidazo[4,5-c]pyridin-2-yl]-3-pyridyl]propanedinitrile C(C)SC=1C=C(C=NC1C1=NC2=C(C=NC(=C2)C(F)(F)F)N1C)C(C#N)C#N